N1C(=NC2=C1C=CC=C2)C2=CC(=NN2C)NC(=O)C=2C=NC(=CC2)N2CCN(CC2)C(C(C)C)=O N-[5-(1H-benzimidazol-2-yl)-1-methyl-pyrazol-3-yl]-6-[4-(2-methylpropanoyl)piperazin-1-yl]pyridine-3-carboxamide